(S)-2-(2-bromo-4-methylphenyl)-1-((3aR,6S,7aS)-8,8-dimethyl-2,2-dioxidotetrahydro-3H-3a,6-methanobenzo[c]isothiazol-1(4H)-yl)propan-1-one BrC1=C(C=CC(=C1)C)[C@@H](C(=O)N1S(C[C@]23[C@@H]1C[C@H](CC2)C3(C)C)(=O)=O)C